1-(1-(5-methoxy-2-(1-methyl-1H-pyrazol-4-yl)-4-nitrophenyl)piperidin-4-yl)-4-(pyrrolidin-3-yl)piperazine trifluoroacetate FC(C(=O)O)(F)F.COC=1C(=CC(=C(C1)N1CCC(CC1)N1CCN(CC1)C1CNCC1)C=1C=NN(C1)C)[N+](=O)[O-]